(R)-6-(2-fluorophenyl)-N-(3-(2-(2-methoxyethylamino)ethyl)phenyl)-5,6-dihydrobenzo[h]quinazolin-2-amine dihydrochloride Cl.Cl.FC1=C(C=CC=C1)[C@@H]1CC=2C=NC(=NC2C2=C1C=CC=C2)NC2=CC(=CC=C2)CCNCCOC